sodium (4-bromophenoxy) propanesulfonate C(CC)S(=O)(=O)OOC1=CC=C(C=C1)Br.[Na]